methyl 4-amino-3-chloro-5-(trifluoromethoxy)benzoate NC1=C(C=C(C(=O)OC)C=C1OC(F)(F)F)Cl